FC1=CC=C(C=C1)CN(C1=C(C(=NN1C(=O)C=1SC=CC1)C1CC(N(C1)S(=O)(=O)N(C)C)=O)OC)C 4-(5-{[(4-Fluorophenyl)methyl](methyl)amino}-4-methoxy-1-(thiophen-2-carbonyl)-1H-pyrazol-3-yl)-N,N-dimethyl-2-oxopyrrolidin-1-sulfonamid